2-(2,5-difluorophenyl)quinazolin-4(3H)-one FC1=C(C=C(C=C1)F)C1=NC2=CC=CC=C2C(N1)=O